2-tetraphenol C1=C(C=CC2=CC=C3C=C4C=CC=CC4=CC3=C12)O